ClC=1C=NC=C(C1C(C)OC=1C=C2C(=NNC2=CC1)C(=O)NC=1C=NC(=CC1)N1C[C@@H](N[C@@H](C1)C)C)Cl 5-(1-(3,5-Dichloropyridin-4-yl)ethoxy)-N-(6-((3S,5R)-3,5-Dimethylpiperazin-1-yl)pyridin-3-yl)-1H-Indazol-3-Carboxamid